C(C)C1=C(C(=CC=C1)CC)N=C1C(C2=CC=C(C3=CC=CC1=C23)C2=CC=CC3=CC=CC=C23)=NC2=C(C=CC=C2CC)CC N,N'-bis(2,6-diethylphenyl)-5-(1-naphthyl)acenaphthylene-1,2-diimine